N12CC(C(CC1)CC2)N(C(O)=O)[C@H]2C(CC1=CC(=CC=C21)C2=C(C=CC=C2)F)(C)C.C(CC)(=O)N[C@@H](CCS)C(=O)O N-propionyl-homocysteine (S)-quinuclidin-3-yl-(5-(2-fluorophenyl)-2,2-dimethyl-2,3-dihydro-1H-inden-1-yl)carbamate